6-((3S,4S)-4-Amino-3-methyl-2-oxa-8-aza-spiro[4.5]dec-8-yl)-3-(3-bromo-2-chloro-phenyl)-2,5-dimethyl-3H-pyrimidin-4-one N[C@@H]1[C@@H](OCC12CCN(CC2)C2=C(C(N(C(=N2)C)C2=C(C(=CC=C2)Br)Cl)=O)C)C